C(C)N1CCC2(C[C@@H]2C(=O)N[C@@H](CCCCCC(CC)=O)C=2NC(=CN2)C=2C(=NC3=CC=CC=C3C2)O)CC1 (S)-6-ethyl-N-((S)-1-(5-(2-hydroxyquinolin-3-yl)-1H-imidazol-2-yl)-7-oxononyl)-6-azaspiro[2.5]octane-1-carboxamide